C[C@@H]1[C@H](C1)NC(=O)C1=CC2=C(N=C(S2)S(=O)C)S1 N-((1S,2S)-2-methylcyclopropyl)-2-(methylsulfinyl)thieno[2,3-d]thiazole-5-carboxamide